Naphtho[1,2-d]Thiophene-5-ylboronic acid C1=CSC2=C1C1=CC=CC=C1C(=C2)B(O)O